O[C@@H]1[C@H](O[C@H]([C@@H]([C@H]1O)O)O)C(=O)O (2S,3S,4S,5R,6R)-3,4,5,6-tetrahydroxyoxane-2-carboxylic acid